CN1C2(C3=CC=CC=C3C1=O)CC2 2'-methyl-spiro[cyclopropane-1,1'-isoindoline]-3'-one